FC1=CC=C(C=C1)C=1N=C2N(C=CN=C2)C1[Sn](CCCC)(CCCC)CCCC 2-(4-fluorophenyl)-3-(tributylstannyl)imidazo[1,2-a]Pyrazine